5-[[(3,4-dimethylpyrimido[4',5':4,5]thieno[2,3-c]pyridazin-8-yl)amino]methyl]-2-fluoro-N-methyl-benzamide CC1=C(C2=C(N=N1)SC1=C2N=CN=C1NCC=1C=CC(=C(C(=O)NC)C1)F)C